2-methoxy-N-(1-methylpiperidin-4-yl)-3-[3-(pyrrolidin-1-yl)propoxy]-7,8,9,10-tetrahydrophenanthridin-6-amine formate C(=O)O.COC1=CC2=C3CCCCC3=C(N=C2C=C1OCCCN1CCCC1)NC1CCN(CC1)C